6-(2-tert-butyl-6,7-dihydro-4H-pyrazolo[1,5-a]pyrazin-5-yl)-8-(4-chloro-2-fluoro-phenyl)-2,3-dimethyl-pyrimido[5,4-d]pyrimidin-4-one C(C)(C)(C)C1=NN2C(CN(CC2)C=2N=C(C=3N=C(N(C(C3N2)=O)C)C)C2=C(C=C(C=C2)Cl)F)=C1